6'-(aminomethyl)-2'-(2,6-difluoro-3,5-dimethoxyphenyl)-1'H-spiro[cyclopropane-1,4'-[2,7]naphthyridine]-3'(2'H)-one NCC=1C=C2C3(C(N(CC2=CN1)C1=C(C(=CC(=C1F)OC)OC)F)=O)CC3